OCCOC1=C(C=C(C=C1)C1(C2=CC=CC(=C2C=2C(=CC=CC12)C1=CC2=CC=CC=C2C=C1)C1=CC2=CC=CC=C2C=C1)C1=CC(=C(C=C1)OCCO)C)C 9,9-bis(4-(2-hydroxyethoxy)-3-methylphenyl)-4,5-bis(2-naphthyl)fluorene